(1S,2R,3S)-N-[7-chloro-6-[4-((3S,4S)-4-hydroxy-3-methyl-tetrahydrofuran-3-yl)piperazin-1-yl]-3-isoquinolinyl]-2-ethyl-3-(1-methylpyrazol-3-yl)cyclopropanecarboxamide ClC1=C(C=C2C=C(N=CC2=C1)NC(=O)[C@H]1[C@@H]([C@@H]1C1=NN(C=C1)C)CC)N1CCN(CC1)[C@]1(COC[C@H]1O)C